Methyl (S)-1'-methyl-2'-oxo-1,3-dihydrospiro[indene-2,3'-pyrrolidine]-5-carboxylate CN1C([C@@]2(CC1)CC1=CC=C(C=C1C2)C(=O)OC)=O